1-(4-(2-((6-(2,6-dimethylmorpholino)-2-methylpyridin-3-yl)amino)ethyl)piperazin-1-yl)ethan-1-one CC1OC(CN(C1)C1=CC=C(C(=N1)C)NCCN1CCN(CC1)C(C)=O)C